1-(tert-butoxycarbonyl)-6-(2,3-dichloro-6-methoxyphenyl)piperidine-3-carboxylic acid C(C)(C)(C)OC(=O)N1CC(CCC1C1=C(C(=CC=C1OC)Cl)Cl)C(=O)O